N-[2-chloro-6-fluoro-4-[[4-[[2-(6-methyl-2-pyridyl)pyrimidin-4-yl]amino]pyrimidin-2-yl]amino]phenyl]piperidine-4-carboxamide ClC1=C(C(=CC(=C1)NC1=NC=CC(=N1)NC1=NC(=NC=C1)C1=NC(=CC=C1)C)F)NC(=O)C1CCNCC1